C(#N)C=1N=CC(=NC1)C1=CC(=C(C=C1)C1=CC=C(N=N1)N([C@H]1[C@H]([C@@H]2CCC[C@H](C1)N2C(=O)OC(C)(C)C)F)C)OCOC tert-butyl (1S,2R,3R,5R)-3-((6-(4-(5-cyanopyrazin-2-yl)-2-(methoxymethoxy)phenyl)pyridazin-3-yl)(methyl)amino)-2-fluoro-9-azabicyclo[3.3.1]nonane-9-carboxylate